N-(2-methylethoxymethyl)acrylamide CCCOCNC(C=C)=O